[2H]C1=CC(=CC(=N1)C(=O)N)NC(=O)[C@@H]1O[C@@]([C@H]([C@@H]1C1=C(C(=C(C=C1)F)F)OC)C)(C(F)(F)F)C 6-Deuterio-4-[[(2R,3R,4S,5S)-3-(3,4-difluoro-2-methoxyphenyl)-4,5-dimethyl-5-(trifluoromethyl)tetrahydrofuran-2-carbonyl]amino]pyridin-2-carboxamid